Tert-butyl (2-(2-(2-acetamidoethoxy)ethoxy)ethyl)carbamate C(C)(=O)NCCOCCOCCNC(OC(C)(C)C)=O